NC(C)C=1C(=C(C=CC1)C(C(C)(O)C)(F)F)C 1-(3-(1-aminoethyl)-2-methylphenyl)-1,1-difluoro-2-methylpropan-2-ol